[Br-].CC1=C(C=CC(=C1)C)C(C[N+]1=C(C=CC=C1)C1=NC=CC=C1)=O 1-[2-(2,4-Dimethylphenyl)-2-oxoethyl]-[2,2'-bipyridin]-1-ium bromide